(R)-allyl alcohol C(C=C)O